5-(7-chloro-6-fluoro-5-methoxybenzofuran-2-yl)-2-(difluoromethoxy)-7-methylquinoxaline ClC1=C(C(=CC=2C=C(OC21)C2=C1N=CC(=NC1=CC(=C2)C)OC(F)F)OC)F